COC=1C=C(C=CC1OC)C1=CC=C(C=C1)C=1NC=NN1 5-(4-(3,4-dimethoxyphenyl)phenyl)-4H-1,2,4-triazole